CC1(OCC(O1)CN1N=CC(=C1)B1OC(C(O1)(C)C)(C)C)C 1-(2,2-Dimethyl-[1,3]dioxolan-4-ylmethyl)-4-(4,4,5,5-tetramethyl-[1,3,2]dioxaborolan-2-yl)-1H-pyrazole